N-((2R,3S)-2-(4-chlorophenyl)-1-(1,4-dimethyl-2-oxo-1,2-dihydroquinolin-7-yl)-6-oxopiperidin-3-yl)-2-methylpropane-1-sulfonamide ClC1=CC=C(C=C1)[C@H]1N(C(CC[C@@H]1NS(=O)(=O)CC(C)C)=O)C1=CC=C2C(=CC(N(C2=C1)C)=O)C